NC1=NC=2C=C(C=CC2C2=C1N=C(N2CC(C)(O)C)COCC)CC2=C(C=CC(=C2)CN)F 1-(4-amino-7-(5-(aminomethyl)-2-fluorobenzyl)-2-(ethoxymethyl)-1H-imidazo[4,5-c]quinolin-1-yl)-2-methylpropan-2-ol